2-(6-chloro-4-methoxy-pyridazin-3-yl)-1,1,1-trifluoro-propan-2-ol ClC1=CC(=C(N=N1)C(C(F)(F)F)(C)O)OC